tris[2-t-butyl-4-(3-t-butyl-4-hydroxy-5-methylphenyl thio)-5-methylphenyl] phosphite P(OC1=C(C=C(C(=C1)C)SC1=CC(=C(C(=C1)C)O)C(C)(C)C)C(C)(C)C)(OC1=C(C=C(C(=C1)C)SC1=CC(=C(C(=C1)C)O)C(C)(C)C)C(C)(C)C)OC1=C(C=C(C(=C1)C)SC1=CC(=C(C(=C1)C)O)C(C)(C)C)C(C)(C)C